Chloro-2-[2-[[(3R)-1-ethyl-3-piperidyl]amino]oxazolo[4,5-b]pyridin-5-yl]-3-(methoxymethyl)phenol ClC1=C(C(=C(C=C1)O)C1=CC=C2C(=N1)N=C(O2)N[C@H]2CN(CCC2)CC)COC